C(C(O)CC(=O)O)(=O)O.CC(C)(C)C1=CC=C(C=C1)C(CCCN1CCC(CC1)OC(C1=CC=CC=C1)C1=CC=CC=C1)=O 1-[4-(1,1-dimethylethyl)phenyl]-4-[4-(diphenylmethoxy)-1-piperidinyl]-1-butanone malic acid salt